(2E)-6-(3-chloro-4-hydroxyphenyl)-2-(hydroxyimino)-1,2,3,4-tetrahydronaphthalen-1-one ClC=1C=C(C=CC1O)C=1C=C2CC\C(\C(C2=CC1)=O)=N/O